6-(dimethylphosphoryl)-2-ethyl-N-{1-[2-(trifluoroethyl)pyridin-4-yl]ethyl}pyrido[3,4-d]pyrimidin-4-amine CP(=O)(C)C1=CC2=C(N=C(N=C2NC(C)C2=CC(=NC=C2)CC(F)(F)F)CC)C=N1